(5S,8S,10aR)-5-[(tert-butoxycarbonyl)amino]-6-oxo-3-(2,2,2-trifluoroacetyl)-octahydropyrrolo[1,2-a][1,5]diazocine-8-carboxylic acid C(C)(C)(C)OC(=O)N[C@H]1CN(CC[C@@H]2N(C1=O)[C@@H](CC2)C(=O)O)C(C(F)(F)F)=O